(3S,6S,9aR)-1-((E)-3-(benzo[d]thiazol-2-yl)acryloyl)-8-((R)-1-(4-hydroxybutyl)pyrrolidin-3-yl)-3-isobutyl-6-neopentyltetrahydropyrazino[2,1-c][1,2,4]oxadiazine-4,7(3H,6H)-dione S1C(=NC2=C1C=CC=C2)/C=C/C(=O)N2O[C@H](C(N1[C@H]2CN(C([C@@H]1CC(C)(C)C)=O)[C@H]1CN(CC1)CCCCO)=O)CC(C)C